4-(3,3-difluoropyrrolidin-1-yl)butanamide FC1(CN(CC1)CCCC(=O)N)F